ClC1=C(C=CC(=C1)Cl)C=1CCCC2=C(C1C1=CC(=CC=C1)O)C=CC(=C2)C(=O)OC methyl 8-(2,4-dichlorophenyl)-9-(3-hydroxyphenyl)-6,7-dihydro-5H-benzo[7]annulene-3-carboxylate